2,5-di(hydroxymethyl)furan OCC=1OC(=CC1)CO